2-((2-(Trifluoromethyl)pyridin-3-yl)thio)pyridin-4-amine FC(C1=NC=CC=C1SC1=NC=CC(=C1)N)(F)F